C(C)SC=1OC2=C(C=CC=C2C(C1)=O)C(C)NC1=C(C(=O)O)C=CC=C1 [1-(2-ethylsulfanyl-4-oxo-chromen-8-yl)ethylamino]Benzoic acid